4-methyl-3-[(2-methyl-4-amino-5-pyrimidinyl)methyl]-5-(2-chloroethyl)thiazolium chloride [Cl-].CC=1[N+](=CSC1CCCl)CC=1C(=NC(=NC1)C)N